CSC1=NC=NC2=NC=CN=C12 4-methylsulfanyl-pteridine